Cl.IC1=C(OCC(C)N)C(=CC(=C1)I)I 1-(2,4,6-triiodophenoxy)propan-2-amine hydrochloride